CC1=NN(C(=C1)C)C1=CC=C(C=C1)O 4-(3,5-DIMETHYL-1H-PYRAZOL-1-YL)PHENOL